NC1=NC(=C(C=2N1C=C(N2)C(NCC)=O)C=2C(=[N+](C(=CC2)C)[O-])C)C2=CC=CC=C2 (5-amino-2-(ethylcarbamoyl)-7-phenylimidazo[1,2-c]pyrimidin-8-yl)-2,6-dimethylpyridine 1-oxide